Vinyl phosphonate vinyl-(E)-phosphonate C(=C)P(O)(O)=O.P(OC=C)(O)=O